N-Methyl-5-[5-(1-methyl-1H-pyrazol-4-yl)pyrazin-2-yl]-N-(2,2,6,6-tetramethylpiperidin-4-yl)[1,3]thiazolo[5,4-d][1,3]thiazol-2-amin Hydrochlorid Cl.CN(C=1SC=2N=C(SC2N1)C1=NC=C(N=C1)C=1C=NN(C1)C)C1CC(NC(C1)(C)C)(C)C